CN1N=CC(=C1C1=CC(=NC=C1)N1C(C2=CC=CC(=C2C1)C(F)(F)F)=O)C1=NN=CN1C 2-(4-(1-Methyl-4-(4-methyl-4H-1,2,4-triazol-3-yl)-1H-pyrazol-5-yl)pyridin-2-yl)-4-(trifluoromethyl)isoindolin-1-one